CN(N(C(=O)OC(C)(C)C)CC1=NC=C(C=C1)C(C(F)(F)F)(F)F)C1=NC=CC=N1 tert-butyl 2-methyl-1-((5-(perfluoroethyl)pyridin-2-yl)methyl)-2-(pyrimidin-2-yl)hydrazinecarboxylate